O-(((bis(benzyloxy) phosphoryl) oxy) methyl) S-ethylthiocarboxylate C(C)S=COCOP(=O)(OCC1=CC=CC=C1)OCC1=CC=CC=C1